3-(carboxymethyl)-3-hydroxypentanedioic acid C(=O)(O)CC(CC(=O)O)(CC(=O)O)O